CS(=O)(=O)CC1=CC(=NN1COCC[Si](C)(C)C)C(=O)OC methyl 5-(methylsulfonylmethyl)-1-(2-trimethylsilylethoxymethyl)pyrazole-3-carboxylate